1-(3-(tert-butyl)-1-phenyl-1H-pyrazol-5-yl)-3-(4-((5-chloro-7H-pyrrolo[2,3-d]pyrimidin-4-yl)oxy)-2-fluorophenyl)urea C(C)(C)(C)C1=NN(C(=C1)NC(=O)NC1=C(C=C(C=C1)OC=1C2=C(N=CN1)NC=C2Cl)F)C2=CC=CC=C2